ClC(OC1=CC=C(C=C1)NC(=O)C=1C=C(C2=C(N=C3N2[C@@H](CCC3O)C)C1)C=1C=C3C(=NC1)CNC3=O)(F)F (1R)-N-(4-(chlorodifluoromethoxy)phenyl)-4-hydroxy-1-methyl-9-(5-oxo-6,7-dihydro-5H-pyrrolo[3,4-b]pyridin-3-yl)-1,2,3,4-tetrahydrobenzo[4,5]imidazo[1,2-a]pyridine-7-carboxamide